COC=1C=C2C3(C(NC2=CC1)=O)C(C3)C3=CC=C1C(=NNC1=C3)NC3=NC(=NC=C3OC)C=3N=COC3 5'-methoxy-2-(3-{[5-methoxy-2-(1,3-oxazol-4-yl)pyrimidin-4-yl]amino}-1H-indazol-6-yl)spiro[cyclopropane-1,3'-indol]-2'(1'H)-one